C(C)(C)(C)OC(=O)N1CCC(CC1)OCC#CC1=CC=CC=2N(C(N(C21)C)=O)C2C(NC(CC2)=O)=O 4-[3-[1-(2,6-Dioxo-3-piperidinyl)-3-methyl-2-oxo-benzoimidazol-4-yl]prop-2-ynyloxy]piperidine-1-carboxylic acid tert-butyl ester